C1(CC1)C(=O)N1CC=2NC(=NC2C1)C1=NNC2=CC=C(C=C12)OC(C)C1=C(C=NC=C1Cl)Cl Cyclopropyl(2-(5-(1-(3,5-dichloropyridin-4-yl)ethoxy)-1H-indazol-3-yl)-4,6-dihydroPyrrolo[3,4-d]imidazol-5(1H)-yl)methanone